3-(5-((4-(1-isopropyl-6-((2-(4-methoxypiperidin-1-yl)pyrimidin-4-yl)amino)-1H-Pyrazolo[4,3-c]pyridin-3-yl)piperazin-1-yl)methyl)-1-oxoisoindoline-2-yl)piperidine-2,6-dione C(C)(C)N1N=C(C=2C=NC(=CC21)NC2=NC(=NC=C2)N2CCC(CC2)OC)N2CCN(CC2)CC=2C=C1CN(C(C1=CC2)=O)C2C(NC(CC2)=O)=O